C(C)(C)(C)OC(=O)N(C1=C(C=CC2=CC=C(C=C12)C1=NC=CC(=N1)C(NC1CCN(CC1)C)=O)C(=O)OC)CC(=C)C#N Methyl 1-[tert-butoxycarbonyl(2-cyanoallyl)amino]-7-[4-[(1-methyl-4-piperidyl)carbamoyl]pyrimidin-2-yl]naphthalene-2-carboxylate